6-(2-((2,6-dimethylphenyl)amino)-1H-imidazol-1-yl)-N-(4-(4-ethylpiperazin-1-yl)phenyl)pyrimidin-4-amine TFA salt OC(=O)C(F)(F)F.CC1=C(C(=CC=C1)C)NC=1N(C=CN1)C1=CC(=NC=N1)NC1=CC=C(C=C1)N1CCN(CC1)CC